C(C)(C)(C)OC(=O)NCCCCCN1C(=NC2=C1C=CC(=C2)CO[Si](C(C)C)(C(C)C)C(C)C)NC(=O)C=2C=CC(=C(C(=O)OC)C2)F methyl 5-((1-(5-((tert-butoxycarbonyl)amino)pentyl)-5-(((triisopropylsilyl)oxy)methyl)-1H-benzo[d]imidazol-2-yl)carbamoyl)-2-fluorobenzoate